5-(3H-[1,2,3]triazolo[4,5-b]pyridin-5-yl)-N-(4-(cyclopropylmethoxy)phenyl)-2-fluorobenzamide N1=NNC2=NC(=CC=C21)C=2C=CC(=C(C(=O)NC1=CC=C(C=C1)OCC1CC1)C2)F